COC(C(CCC(=O)OC)C)=O 2-Methyl-glutaric acid dimethyl ester